Methyl 1-(2-(1H-imidazol-1-yl)ethyl)-1H-pyrazole-5-carboxylate N1(C=NC=C1)CCN1N=CC=C1C(=O)OC